C(C)NCS(=O)(=O)C1=C(C(=CC(=C1)Br)C)NC(/C(=C/C1=CC(=NN1C1=NC=CC=C1Cl)Br)/F)=O (Z)-N-(2-(ethylamino-methylsulfonyl)-4-bromo-6-methylphenyl)-3-(3-bromo-1-(3-chloropyridin-2-yl)-1H-pyrazol-5-yl)-2-fluoroacrylamide